FC(C1=CC=C(C=C1)N1CCNCC1)(F)F 1-(4-trifluoromethylphenyl)-piperazine